methyl 4-bromo-5-methoxy-6-oxopyran-2-carboxylate BrC=1C=C(OC(C1OC)=O)C(=O)OC